CSC1=CC=CC=2N(C(NC21)=O)C2CCNCC2 4-methylsulfanyl-1-(piperidin-4-yl)-2,3-dihydro-1H-1,3-benzodiazol-2-one